C(CCC)N1C=[N+](C(=C1C)C)C 1-butyl-3,4,5-trimethyl-imidazolium